(2-pyridinyl)quinolin-6-ol N1=C(C=CC=C1)C1=NC2=CC=C(C=C2C=C1)O